1-(4-cyano-3-(trifluoromethyl)phenyl)-N-(5-(4-(2-(4-(2-(2,6-dioxopiperidin-3-yl)-1,3-dioxoisoindolin-5-yl)piperazin-1-yl)ethyl)piperidin-1-yl)pyrazin-2-yl)piperidine-4-carboxamide C(#N)C1=C(C=C(C=C1)N1CCC(CC1)C(=O)NC1=NC=C(N=C1)N1CCC(CC1)CCN1CCN(CC1)C=1C=C2C(N(C(C2=CC1)=O)C1C(NC(CC1)=O)=O)=O)C(F)(F)F